4-((2-chloro-3-fluoropyridin-4-yl)ethynyl)-5-methyl-1-(6-methylpyridin-3-yl)-1H-imidazole-2-carboxamide ClC1=NC=CC(=C1F)C#CC=1N=C(N(C1C)C=1C=NC(=CC1)C)C(=O)N